(1R,5S)-6-((4-phenethylpiperidin-1-yl)methyl)-3-azabicyclo[3.1.0]hexane C(CC1=CC=CC=C1)C1CCN(CC1)CC1[C@H]2CNC[C@@H]12